NC1=C(C2=C(N=C(N=C2)C)N1C1=C(C(=CC=C1C)OC)C)C(=O)N 6-amino-7-(3-methoxy-2,6-dimethylphenyl)-2-methylpyrrolo[2,3-d]pyrimidine-5-carboxamide